ClC=1C=C(C=C(C1CC1=C(C(=C(C=C1)O)C(C)C)F)Cl)/C=C/C(=O)OC methyl (E)-3-(3,5-dichloro-4-(2-fluoro-4-hydroxy-3-isopropylbenzyl)phenyl)acrylate